N,N-diformylacetamide C(=O)N(C(C)=O)C=O